1-(3-((3-(1H-pyrazol-4-yl)-1H-indazol-6-yl)amino)phenyl)-3-phenylurea N1N=CC(=C1)C1=NNC2=CC(=CC=C12)NC=1C=C(C=CC1)NC(=O)NC1=CC=CC=C1